(Z)-3-(((1-(2-((1R,4R)-2-oxa-5-azabicyclo[2.2.1]heptane-5-yl)ethyl)indolin-5-yl)amino)methylene)-4-cyclopropyl-2-oxoindolin-6-carboxylic acid methyl ester COC(=O)C1=CC(=C2/C(/C(NC2=C1)=O)=C/NC=1C=C2CCN(C2=CC1)CCN1[C@H]2CO[C@@H](C1)C2)C2CC2